C(C)N(CCCCCCCCNC=1C=2C3=C(C(N(C3=CC1)C1C(NC(CC1)=O)=O)=O)C=CC2)CC 3-(6-((8-(diethylamino)octyl)amino)-2-oxo-benzo[cd]indol-1(2H)-yl)piperidine-2,6-dione